CC1=CC=C(C(=N1)N1N=NC=C1)C(=O)N1[C@@H]2[C@@H](C[C@H](C1)C2)OC2=NC=C(C=C2)C(F)(F)F (6-methyl-2-(1H-1,2,3-triazol-1-yl)pyridin-3-yl)((1S,4R,6R)-6-((5-(trifluoromethyl)pyridin-2-yl)oxy)-2-azabicyclo[2.2.1]heptan-2-yl)methanone